C(CCCCCCCCCC=CCCCCCCCC)(=O)OCCCCCCCCCCCCCCCCCCCCCCCCCCCCCC(CC)C 30-methyldotriacontyl eicos-11-enoate